7-(3-methoxypyrrolidin-1-yl)-4-(o-tolyl)-2H-pyrano[2,3-b]pyridin-2-one COC1CN(CC1)C1=CC=C2C(=N1)OC(C=C2C2=C(C=CC=C2)C)=O